ClC1=CC(=C(C=C1)C1=CC=C2CN(C(C2=C1)=O)C1=NC(=CC(=C1)[C@H](C)NC1CCCC1)Cl)C1=NN=CN1C (S)-6-(4-Chloro-2-(4-methyl-4H-1,2,4-triazol-3-yl)phenyl)-2-(6-chloro-4-(1-(cyclopentylamino)ethyl)pyridin-2-yl)isoindolin-1-one